1-methyl-3-[(4-phenylmethoxyphenyl)methyl]thiourea CNC(=S)NCC1=CC=C(C=C1)OCC1=CC=CC=C1